C1(=CCCC1)C1=CC=C(C=C1)\C=C\C=1N=CSC1 (E)-2-(cyclopent-1-en-1-yl)-5-(2-(thiazol-4-yl)vinyl)benzene